COC1=NN(C=C1NC(=O)C=1N=C(SC1)C=1C=NN(C1)S(=O)(=O)C)CC(F)(F)F N-(3-Methoxy-1-(2,2,2-trifluoroethyl)-1H-pyrazol-4-yl)-2-(1-(methylsulfonyl)-pyrazol-4-yl)thiazole-4-carboxamide